3-[7-(2-methoxy-4,6-dimethyl-phenyl)-1,8-naphthyridin-2-yl]cyclopentanol COC1=C(C(=CC(=C1)C)C)C1=CC=C2C=CC(=NC2=N1)C1CC(CC1)O